N-(1-methyl-4-oxo-2-imidazolinyl)alanine CN1C(=NC(C1)=O)N[C@@H](C)C(=O)O